(2S,4R)-1-tert-butoxycarbonyl-2-(5-((S)-1-amino-3-keto-3-(tritylamino)propyl)-1,2,4-oxadiazol-3-yl)-4-((tert-butyldimethylsilyl)oxy)tetrahydropyrrole C(C)(C)(C)OC(=O)N1[C@@H](C[C@H](C1)O[Si](C)(C)C(C)(C)C)C1=NOC(=N1)[C@H](CC(NC(C1=CC=CC=C1)(C1=CC=CC=C1)C1=CC=CC=C1)=O)N